7-benzyl 1,3-di-tert-butyl 2,4-dioxo-1,3,7-triazaspiro[4.5]decane-1,3,7-tricarboxylate O=C1N(C2(C(N1C(=O)OC(C)(C)C)=O)CN(CCC2)C(=O)OCC2=CC=CC=C2)C(=O)OC(C)(C)C